C(\C=C\C1=CC(O)=C(O)C=C1)(=O)C(N(C(\C=C\C1=CC(O)=C(O)C=C1)=O)C(\C=C\C1=CC(O)=C(O)C=C1)=O)CCCNCCCN tri-caffeoyl-spermidine